S1CCC(=CC1)C=1C2=C(C(=NC1)OC)N=C(S2)[NH-] [7-(3,6-dihydro-2H-thiopyran-4-yl)-4-methoxy-thiazolo[4,5-c]pyridin-2-yl]-amid